tert-butyl (2S,4R)-2-methyl-4-(tosyloxy)piperidine-1-carboxylate C[C@@H]1N(CC[C@H](C1)OS(=O)(=O)C1=CC=C(C)C=C1)C(=O)OC(C)(C)C